N1C=NC(=C1)CCNC(CC(=O)NCCC=1N=CNC1)=O N,N'-bis-[2-(1H-imidazol-4-yl)ethyl]propanediamide